Quinazoline-1-carboxylic acid ethyl ester C(C)OC(=O)N1CN=CC2=CC=CC=C12